(E)-2-methylbut-2-enedicarboxylic acid diethyl ester C(C)OC(=O)C(\C(=C\C)\C)C(=O)OCC